ethyl 3-((2-((tert-butoxycarbonyl)amino)ethyl)(6-(1-methyl-1H-pyrazol-4-yl)pyrazolo[1,5-a]pyridin-3-yl)amino)propanoate C(C)(C)(C)OC(=O)NCCN(CCC(=O)OCC)C=1C=NN2C1C=CC(=C2)C=2C=NN(C2)C